C(C)S(=O)(=O)CC1=CC(=C(OC2=CC=C(C=C2)CCC2CCN(CC2)C(=O)OC(C)(C)C)C=C1)C=1C2=C(C(N(C1)C)=O)NC=C2 tert-butyl 4-[2-[4-[4-(ethylsulfonylmethyl)-2-(6-methyl-7-oxo-1H-pyrrolo[2,3-c]pyridin-4-yl)phenoxy]phenyl] ethyl]piperidine-1-carboxylate